ClC1=C(C=CC(=C1)Cl)C=1N=C(SC1)NC(OCCCC)=O butyl (4-(2,4-dichlorophenyl)thiazol-2-yl)carbamate